2,4,6-trimethyl-aniline hydrochloride Cl.CC1=C(N)C(=CC(=C1)C)C